(2R)-2-(2-(3-(4-aminobutoxy)phenyl)-2-phenylacetamido)-5-guanidino-N-(4-hydroxybenzyl)pentanamide NCCCCOC=1C=C(C=CC1)C(C(=O)N[C@@H](C(=O)NCC1=CC=C(C=C1)O)CCCNC(=N)N)C1=CC=CC=C1